N-(3-methyl-4-((1-methyl-1H-benzo[d]imidazol-5-yl)oxy)phenyl)-5-(piperidin-4-yl)pyrrolo[2,1-f][1,2,4]triazin-4-amine CC=1C=C(C=CC1OC1=CC2=C(N(C=N2)C)C=C1)NC1=NC=NN2C1=C(C=C2)C2CCNCC2